(S)-1-(4-(trifluoromethoxy)phenyl)ethylamine hydrochloride Cl.FC(OC1=CC=C(C=C1)[C@H](C)N)(F)F